3-[2-(piperazin-1-ylmethyl)-1,3-benzoxazol-5-yl]piperidine-2,6-dione N1(CCNCC1)CC=1OC2=C(N1)C=C(C=C2)C2C(NC(CC2)=O)=O